C1(=CC=CC=C1)P(C1=CC(=CC=2C(C3=CC(=CC(=C3OC12)P(C1=CC=CC=C1)C1=CC=CC=C1)S(=O)(=O)O)(C)C)S(=O)(=O)O)C1=CC=CC=C1.[Na].[Na] Dinatrium 4,5-Bis(diphenylphosphino)-9,9-dimethyl-2,7-disulfoxanthen